(3-(4-chloro-3-(3-(dimethyl-amino)prop-1-yn-1-yl)-1H-pyrrolo[2,3-b]pyridin-5-yl)phenyl)piperazin-2-one ClC1=C2C(=NC=C1C=1C=C(C=CC1)N1C(CNCC1)=O)NC=C2C#CCN(C)C